5-cyclopropyl-6-ethyl-3-((3-(2-(1-(methylamino)cyclopropane-1-carboxamido)ethyl)phenyl)amino)pyrazine-2-carboxamide C1(CC1)C=1N=C(C(=NC1CC)C(=O)N)NC1=CC(=CC=C1)CCNC(=O)C1(CC1)NC